3-(1-methyl-1H-pyrazol-3-yl)propanoic acid CN1N=C(C=C1)CCC(=O)O